C(C)(C)(C)N1C[C@H]([C@H](CC1)NC1=C2C=C(N(C2=CC=C1)CC(F)(F)F)C#CCNC1=C(C=C(C(=O)NC)C=C1)OC)F 4-[3-[4-[[(3R,4S)-1-tert-butyl-3-fluoro-4-piperidyl]amino]-1-(2,2,2-trifluoroethyl)indol-2-yl]prop-2-ynylamino]-3-methoxy-N-methyl-benzamide